O=C1NC(CCC1N1C(C2=CC=C(C=C2C1)N1CCC(CC1)CN1CCNCC1)=O)=O 4-((1-(2-(2,6-dioxopiperidin-3-yl)-1-oxoisoindolin-5-yl)piperidin-4-yl)methyl)piperazine